C(C)(C)(C)OC(=O)N[C@@H]([C@@H]1CNC2=C(O1)N=CC(=C2)C(=O)O)C2=CC=CC=C2 (3S)-3-[(R)-(tert-butoxycarbonylamino)-phenyl-methyl]-2,3-dihydro-1H-pyrido[2,3-b][1,4]oxazine-7-carboxylic acid